FC(=C)C(C(F)(F)F)F 2,3,4,4,4-pentafluoro-1-butene